C1(CC1)C[N+]1=C2N(C(C(=C1O)C=O)=O)C=CC=C2 1-(cyclopropylmethyl)-3-formyl-4-oxo-4H-pyrido[1,2-a]pyrimidin-1-ium-2-ol